Cl.N1N=CC=2CNCCC21 1H,4H,5H,6H,7H-pyrazolo[4,3-c]pyridine Hydrogen Chloride Salt